NC=1C=C(C=C(C1)C(F)(F)F)[C@@H](C)NC1=NC(=NC2=C3C(=C(C=C12)O[C@@H]1COCC1)CCC3)C N-((R)-1-(3-amino-5-(trifluoromethyl)phenyl)ethyl)-2-methyl-6-(((S)-tetrahydrofuran-3-yl)oxy)-8,9-dihydro-7H-cyclopenta[H]quinazolin-4-amine